2'-methyl-6'-(3-(morpholine-4-carbonyl)quinolin-8-yl)spiro[cyclopropane-1,1'-isoindoline] CN1C2(C3=CC(=CC=C3C1)C=1C=CC=C3C=C(C=NC13)C(=O)N1CCOCC1)CC2